BrC=1C=C2C=CC(=CC2=CC1)N 6-bromo-2-naphthylamine